O=C1N(CCC(N1)=O)C1=CC=C(CN2CCN(CC2)C2CCN(CC2)C2=CC=C3CN(C(C3=C2)=O)C(C(=O)NC=2SC=CN2)C2=C(C=CC(=C2)F)O)C=C1 2-(6-(4-(4-(4-(2,4-dioxotetrahydropyrimidin-1(2H)-yl)benzyl)piperazin-1-yl)piperidin-1-yl)-1-oxoisoindolin-2-yl)-2-(5-fluoro-2-hydroxyphenyl)-N-(thiazol-2-yl)acetamide